2,4-dimethyl-1,3-cyclobutanediol CC1C(C(C1O)C)O